4-oxo-4-o-tolylbutanoate O=C(CCC(=O)[O-])C1=C(C=CC=C1)C